tert-butyl 2-(3-methyl-1-(1-methylcyclopropyl)-2-oxo-2,3-dihydro-1H-benzo[d]imidazol-4-yl)acetate CN1C(N(C2=C1C(=CC=C2)CC(=O)OC(C)(C)C)C2(CC2)C)=O